BrC1=C(C(=CC2=C1C[C@](O2)(C2=CC=CC=C2)[C@H](CC2OC2)NS(=O)(=O)C(C)(C)C)F)Cl N-((1S)-1-((S)-4-bromo-5-chloro-6-fluoro-2-phenyl-2,3-dihydrobenzofuran-2-yl)-2-(oxiran-2-yl)ethyl)-2-methylpropane-2-sulfonamide